NCCOCCOCCOCCOCCOCCOCCCCNC(OC(C)(C)C)=O tert-butyl (1-amino-3,6,9,12,15,18-hexaoxadocosan-22-yl)carbamate